N-(1-(5-(3-cyano-6-(2-hydroxy-2-methylpropoxy)pyrazolo[1,5-a]pyridin-4-yl)pyridin-2-yl)-4-methylpiperidin-4-yl)-4-methylnicotinamide C(#N)C=1C=NN2C1C(=CC(=C2)OCC(C)(C)O)C=2C=CC(=NC2)N2CCC(CC2)(C)NC(C2=CN=CC=C2C)=O